Cl.Cl.N[C@H]1CCC[C@H](C(NC2=CC(=NN2C=2C=CN=C1C2)C(=O)OC)=O)C methyl (9R,13S)-13-amino-9-methyl-8-oxo-2,3,7,15-tetraazatricyclo[12.3.1.02,6]octadeca-1(18),3,5,14,16-pentaene-4-carboxylate, bishydrochloride